NC1=NC=C(C=2N=C(N=CC21)NC2CCC(CC2)OC)C=2C(N(C=CC2)C)=O (5-amino-2-(((1R,4R)-4-methoxycyclohexyl)amino)pyrido[4,3-d]pyrimidin-8-yl)-1-methylpyridin-2(1H)-one